C(C)N1C2=CC=CC=C2C=2C=C(C=CC12)N1N=NC=C1C=1C=NC=CC1 9-ethyl-3-(5-(pyridin-3-yl)-1H-1,2,3-triazol-1-yl)-9H-carbazole